2-(2-((2-(2,6-dioxopiperidin-3-yl)-1,3-dioxoisoindolin-4-yl)amino)-2-oxoethoxy)acetic acid O=C1NC(CCC1N1C(C2=CC=CC(=C2C1=O)NC(COCC(=O)O)=O)=O)=O